tin copper zinc [Zn].[Cu].[Sn]